4-propyl-2,3-dihydropyridazin-3-one C(CC)C=1C(NN=CC1)=O